3-methyl-3-[4-(4-piperidyl)phenyl]piperidine-2,6-dione hydrochloride Cl.CC1(C(NC(CC1)=O)=O)C1=CC=C(C=C1)C1CCNCC1